3,5-dihydropyridine diformate C(=O)O.C(=O)O.N=1CCCCC1